N-(2,2-dimethoxypropyl)-4-p-tolylthiobutanamide COC(CNC(CCCC1=CC=C(C=C1)C)=S)(C)OC